C1(=CC=C(C=C1)B(O)O)OC 4-anisolboronic acid